cyclopropyl(3-methoxy-4-nitrophenyl)sulfane C1(CC1)SC1=CC(=C(C=C1)[N+](=O)[O-])OC